N1=CC(=CC=C1)CNC(=O)NC1=CC=C(C=C1)S(=O)(=O)N1CCN(CC1)C1=NC=C(C=C1)C(F)(F)F 1-(pyridin-3-ylmethyl)-3-(4-{4-[5-(trifluoromethyl)pyridin-2-yl]piperazine-1-sulfonyl}phenyl)urea